C(C1=CC=CC=C1)OC=1C=CC2=C(C(=C(O2)C)C(=O)NC2CC(C2)O)C1 5-(benzyloxy)-N-(3-hydroxycyclobutyl)-2-methylbenzofuran-3-carboxamide